FC1(CCN(CC1)C1=CN=CC(=N1)C=1N=NN(C1)C1=C(C=C(C=C1)NS(=O)(=O)CC)N1CCC2(CC2)CC1)F N-(4-(4-(6-(4,4-difluoropiperidin-1-yl)pyrazin-2-yl)-1H-1,2,3-triazol-1-yl)-3-(6-azaspiro[2.5]octan-6-yl)phenyl)ethanesulfonamide